2-(hydroxymethyl)-5-oxopyrrolidine OCC1NC(CC1)=O